1-allyl 2-methyl (2S,4R)-4-(benzylamino)pyrrolidine-1,2-dicarboxylate C(C1=CC=CC=C1)N[C@@H]1C[C@H](N(C1)C(=O)OCC=C)C(=O)OC